C(C)(C)[C@H]1CC[C@H](CC1)OCC1=NC=CC=C1NS(=O)(=O)C N-(2-(((cis-4-isopropylcyclohexyl)oxy)methyl)pyridin-3-yl)methanesulfonamide